ClC1=C(C=C(C=C1)C1(CCNCC1)O)C(F)(F)F 4-(4-chloro-3-trifluoromethyl-phenyl)-4-piperidinol